N-[2-(phenylethanesulfonyloxy)phenyl]-N'-[4-(phenylethanesulfonyloxy)phenyl]urea C1(=CC=CC=C1)CCS(=O)(=O)OC1=C(C=CC=C1)NC(=O)NC1=CC=C(C=C1)OS(=O)(=O)CCC1=CC=CC=C1